3-(difluoromethyl)-5-fluoro-1-methyl-1H-pyrazole FC(C1=NN(C(=C1)F)C)F